C(#N)C1=CC(=C(C=C1)COC1=NN(C=C1)C1CCN(CC1)CC1=NC=2C(=NC(=CC2)C(=O)OC)N1C[C@H]1OCC1)F methyl 2-[[4-[3-[(4-cyano-2-fluoro-phenyl)methoxy]pyrazol-1-yl]-1-piperidyl]methyl]-3-[[(2S)-oxetan-2-yl]methyl]imidazo[4,5-b]pyridine-5-carboxylate